4-amino-2-(1-benzyl-2,6-dioxopiperidin-3-yl)isoindoline-1,3-dione NC1=C2C(N(C(C2=CC=C1)=O)C1C(N(C(CC1)=O)CC1=CC=CC=C1)=O)=O